5-cyclopropyl-3-(2,6-dichlorophenyl)-4-(((3,3-difluoropiperidin-4-yl)oxy)methyl)isoxazole hydrochloride Cl.C1(CC1)C1=C(C(=NO1)C1=C(C=CC=C1Cl)Cl)COC1C(CNCC1)(F)F